FC1=CC=C(C=C1)CCN1[C@@H]([C@H]([C@@H]([C@H](C1)O)O)O)CO (2R,3R,4R,5S)-1-(4-fluorophenylethyl)-2-(hydroxymethyl)piperidine-3,4,5-triol